NC1=NC(N(C=N1)[C@@H]1O[C@@H]([C@H]([C@H]1O)O)CO)=O 4-amino-1-[(2R,3R,4S,5R)-3,4-dihydroxy-5-(hydroxymethyl)oxolane-2-yl]-1,3,5-triazin-2-one